difluorobenzhydryl-piperazine FC1(N(CCNC1)C(C1=CC=CC=C1)C1=CC=CC=C1)F